NC1=C(C=C(C=N1)NC(C(=O)N1[C@H](CC[C@@H](C1)C)C=1C=CC2=C(N=C(O2)C)C1)=O)C N-(6-amino-5-methyl-3-pyridyl)-2-[(2R,5S)-5-methyl-2-(2-methyl-1,3-benzoxazol-5-yl)-1-piperidyl]-2-oxo-acetamide